(R)-1-(4-((1-(3,4,5-trimethoxyphenyl)-1H-imidazol-4-yl)amino)furo[3,2-d]pyrimidin-2-yl)pyrrolidin-3-ol COC=1C=C(C=C(C1OC)OC)N1C=NC(=C1)NC=1C2=C(N=C(N1)N1C[C@@H](CC1)O)C=CO2